3-[6-(2,3-Dihydro-benzo[1,4]dioxin-5-yl)-2-methoxy-pyridin-3-ylamino]-N-(2-oxo-piperidin-4-ylmethyl)-benzamide O1CCOC2=C1C=CC=C2C2=CC=C(C(=N2)OC)NC=2C=C(C(=O)NCC1CC(NCC1)=O)C=CC2